CC=1NC=2N(C(C(=C(N2)C(F)(F)F)C=2C=NN(C2)CC(C(F)(F)F)(F)F)=O)C1 2-methyl-6-[1-(2,2,3,3,3-pentafluoropropyl)-1H-pyrazol-4-yl]-7-(trifluoromethyl)-1H,5H-imidazo[1,2-a]Pyrimidin-5-one